1-(hydroxymethyl)-N-(1-methylpiperidin-4-yl)cyclopropane-1-carboxamide OCC1(CC1)C(=O)NC1CCN(CC1)C